C[C@@H](CC(=O)NC1=CC=CC=C1)CCCC1=CC=CC=C1 (R)-3-methyl-N,6-diphenylhexanamide